[F-].[PH4+] phosphonium fluoride salt